CNC(=O)C1=C(C=CC=C1)NC1=NC(=NC=C1C(F)(F)F)NC1=CC=C(C=C1)C1=NN(C=C1)C1CCN(CC1)C(=O)OC(C)(C)C 2-methylpropan-2-yl 4-[3-(4-{[4-({2-[(methylamino)carbonyl]phenyl}amino)-5-(trifluoromethyl)pyrimidin-2-yl]amino}phenyl)pyrazol-1-yl]piperidin-1-carboxylate